N1(C=CC=C1)CCC(C(C=C)=C)=C 1-(N-pyrrolyl)-3,4-dimethylenehex-5-ene